ClC1=NC2=C(C=C(C=C2C=N1)C(F)(F)F)C 2-chloro-8-methyl-6-(trifluoromethyl)-quinazoline